((3R,5S)-5-(Trifluoromethyl)piperidin-3-yl)carbamate FC([C@H]1C[C@H](CNC1)NC([O-])=O)(F)F